[P+5].BrC=1C=C2CN(C(C2=CC1)=O)CCO[Si](C)(C)C(C)(C)C 5-Bromo-2-(2-((tert-butyldimethylsilyl)oxy)ethyl)isoindolin-1-one Phosphorus(V)